CC=1C=C(C=CC1)C1CCC(=O)O1 gamma-(3-methylphenyl)butyrolactone